O1CCC2=C1C=CC(=C2)C=2C=C(C=CC2)[C@@H](C)NC2=NC(=NC1=CC(=C(C=C21)OC)OC)C N-{(1R)-1-[3-(2,3-dihydro-1-benzofuran-5-yl)phenyl]ethyl}-6,7-dimethoxy-2-methylquinazolin-4-amine